C(C)(C)(C)OC(=O)N1CC(N(CC1)C(=O)C1=CC(=NC=[N+]1[O-])CO[Si](C)(C)C(C)(C)C)(C)C 6-(4-(tert-butoxycarbonyl)-2,2-dimethylpiperazine-1-carbonyl)-4-(((tert-butyldimethylsilyl)oxy)methyl)pyrimidine 1-oxide